FC=1C=C(OC=2N=NC(=CC2C(=O)NC2=CC(=CC=C2)S(=O)(=NC)C)C(F)(F)F)C=CC1F 3-(3,4-difluorophenoxy)-N-(3-(N,S-dimethylsulfonimidoyl)phenyl)-6-(trifluoromethyl)pyridazine-4-carboxamide